5,7-Dibromo-6-azidophthalide BrC=1C=C2COC(=O)C2=C(C1N=[N+]=[N-])Br